(±)-2-(4,4-Difluorocyclohexyl)-N-((2-(2,2,2-trifluoroethoxy)pyridin-4-yl)methyl)propanamide FC1(CCC(CC1)[C@H](C(=O)NCC1=CC(=NC=C1)OCC(F)(F)F)C)F |r|